3-amino-5-(trifluoromethyl)pyrazine-2-carboxylic acid ethyl ester C(C)OC(=O)C1=NC=C(N=C1N)C(F)(F)F